C(C)(C)(C)S(=O)NC(C=1C(=C(C(=C2C=NNC12)C=1N=CC=2N(C1)C=C(N2)NC(=O)[C@H]2[C@H](C2)F)C(F)(F)F)F)C2CC2 (1S,2S)-N-(6-(7-(((tert-butylsulfinyl)amino)(cyclopropyl)methyl)-6-fluoro-5-(trifluoromethyl)-1H-indazol-4-yl)imidazo[1,2-a]pyrazin-2-yl)-2-fluorocyclopropane-1-carboxamide